ClC=1C=C(C=CC1Cl)[C@H]1[C@H](CCC1)NS(=O)(=O)C1=CC=C(C=C1)OC(F)(F)F N-((1s,2s)-2-(3,4-dichlorophenyl)cyclopentyl)-4-(trifluoromethoxy)benzenesulfonamide